methyl-vanillin acrylate C(C=C)(=O)O.CC(=O)C1=CC(OC)=C(O)C=C1